N-(1H-indol-3-yl)-6-(3-methoxyphenyl)-3,4-dihydroisoquinoline-2(1H)-carboxamide N1C=C(C2=CC=CC=C12)NC(=O)N1CC2=CC=C(C=C2CC1)C1=CC(=CC=C1)OC